(3R,4S)-1-(6-(1-((1r,3R)-3-cyano-3-fluorocyclobutyl)-1H-pyrazol-4-yl)pyrrolo[1,2-b]pyridazin-4-yl)-3-cyclopropyl-4-methyl-2-oxopyrrolidine-3-carbonitrile C(#N)C1(CC(C1)N1N=CC(=C1)C=1C=C2N(N=CC=C2N2C([C@]([C@@H](C2)C)(C#N)C2CC2)=O)C1)F